COC1=NOC(=C1)C(C#N)(C(C)C)O[Si](C)(C)C 2-(3-methoxy-1,2-oxazol-5-yl)-3-methyl-2-[(trimethylsilyl)oxy]butanenitrile